C(CC=C)C(CP(O)(O)=O)CC#C (3-butenyl)(2-propynyl)ethylphosphonic acid